N-(5-((4-Ethylpiperazin-1-yl)methyl)pyridin-2-yl)-5-fluoro-4-(quinolin-6-yl)pyrimidin-2-amine hydrochloride Cl.C(C)N1CCN(CC1)CC=1C=CC(=NC1)NC1=NC=C(C(=N1)C=1C=C2C=CC=NC2=CC1)F